[Na].[Na] sodium-sodium